NC(CCCCCCCCCCOC[C@H]1OC[C@@H]([C@H]([C@H]1O)O)NC1=NC(=NC(=C1)Cl)C(F)(F)F)C (2R,3R,4R,5S)-2-(((11-aminododecyl)oxy)methyl)-5-((6-chloro-2-(trifluoromethyl)pyrimidin-4-yl)amino)tetrahydro-2H-pyran-3,4-diol